(6R)-17-amino-12-(1-tert-butylcyclopropyl)-6-hydroxy-6,15-bis(trifluoromethyl)-19-oxa-3,4,12,18-tetrazatricyclo[12.3.1.12,5]nonadeca-1(18),2,4,14,16-pentaen-13-one NC1=CC(=C2C(N(CCCCC[C@@](C3=NN=C(C1=N2)O3)(C(F)(F)F)O)C3(CC3)C(C)(C)C)=O)C(F)(F)F